NC1=NC=C(C=C1C(O)C1COC1)C1CC1 (2-amino-5-cyclopropylpyridin-3-yl)(oxetan-3-yl)methanol